CCCCCC1=CC(=C2[C@@H]3C=C(CC[C@H]3C(OC2=C1)(C)C)CO)O The molecule is a phytocannabinoid that is Delta(9)-tetrahydrocannabinol in which the methyl group at C-11 has been hydroxylated. Major metabolite of Delta(9)-tetrahydrocannabinol. It has a role as a human xenobiotic metabolite. It derives from a Delta(9)-tetrahydrocannabinol.